ClC1=C(C=CC=C1)N1C=2N(C3=C(C1=O)C=NC(=N3)NC3=CC=C(C=C3)N3CCC(CC3)O)C=CN2 6-(2-chlorophenyl)-2-{[4-(4-hydroxypiperidin-1-yl)phenyl]amino}imidazo[1,2-a]pyrimido[5,4-e]pyrimidin-5(6H)-one